FC1=C(C=CC=2N(C(=NC21)C(=O)NC2(CCS(CC2)(=O)=O)C)C)O 4-fluoro-5-hydroxy-1-methyl-N-(4-methyl-1,1-dioxidotetrahydro-2H-thiopyran-4-yl)-1H-benzo[d]imidazole-2-carboxamide